C(C)OC(=O)C=1C(OC2=CC=CC=C2C1OC)=O methoxycoumarin-3-carboxylic acid ethyl ester